biphenyl 4-(3-hydroxypropoxy)cinnamate tert-butyl-(S)-23-amino-18-(4-aminobutyl)-17,20-dioxo-4,7,10,13-tetraoxa-16,19-diazatricosanoate C(C)(C)(C)OC(CCOCCOCCOCCOCCNC([C@@H](NC(CCCN)=O)CCCCN)=O)=O.OCCCOC1=CC=C(C=CC(=O)O)C=C1.C1(=CC=CC=C1)C1=CC=CC=C1